4-amino-N-methyl-N-((3S)-6-(trifluoro-methyl)-2,3-dihydro-furo[2,3-b]pyridin-3-yl)-1,3-dihydro-furo[3,4-c][1,7]naphthyridine-8-carboxamide NC1=NC=2C=NC(=CC2C2=C1COC2)C(=O)N([C@@H]2COC1=NC(=CC=C12)C(F)(F)F)C